C(C)(C)(C)OC(N(C)[C@@H]1CN(CCC1)C1=NC=C(C=C1)I)=O (S)-(1-(5-iodopyridin-2-yl)piperidin-3-yl)(methyl)carbamic acid tert-butyl ester